6-((1-(1-(4-chloro-3-fluorophenyl)-3,3-dimethyl-2,3-dihydro-1H-pyrrolo[3,2-b]pyridine-5-carbonyl)piperidin-3-yl)(methyl)amino)nicotinamide hydrochloride Cl.ClC1=C(C=C(C=C1)N1CC(C2=NC(=CC=C21)C(=O)N2CC(CCC2)N(C2=NC=C(C(=O)N)C=C2)C)(C)C)F